C(C)N1N=CC(=C1)C1=NN2C(=NC=3C(=CC=CC3C2=N1)F)N[C@H]1C(NCCN(C1)C(=O)OCC1=CC=CC=C1)=O benzyl (6R)-6-{[2-(1-ethyl-1H-pyrazol-4-yl)-7-fluoro [1,2,4]triazolo[1,5-c]quinazolin-5-yl]amino}-5-oxo-1,4-diazepane-1-carboxylate